5-amino-1-(methyl-d3)pyridin-2(1H)-one NC=1C=CC(N(C1)C([2H])([2H])[2H])=O